C(C)N(C1(C(CCCC1)=O)C1=CC=CC=C1)CC 2-(diethylamino)-2-phenylcyclohexane-1-one